1-(6-fluoro-4-methylpyridin-3-yl)-5-(trifluoromethyl)-1H-pyrazole-4-carboxamide FC1=CC(=C(C=N1)N1N=CC(=C1C(F)(F)F)C(=O)N)C